(S)-4-(8-fluoro-2-((1-methylpyrrolidin-2-yl)methoxy)-4-(4,7-diazaspiro[2.5]octan-7-yl)quinazolin-7-yl)naphthalen-2-ol FC=1C(=CC=C2C(=NC(=NC12)OC[C@H]1N(CCC1)C)N1CCNC2(CC2)C1)C1=CC(=CC2=CC=CC=C12)O